methyl 5-amino-1-methyl-1H-imidazole-2-carboxylate NC1=CN=C(N1C)C(=O)OC